C(CCCC)C1=C(C=CC=C1)P(C1=CC=CC=C1)C1=CC=CC=C1 n-amyl-triphenylphosphine